3-bromo-6-chloro-2-(2-hydroxyethyl)phenol BrC=1C(=C(C(=CC1)Cl)O)CCO